4-FLUORO-2-METHYL-N-(PROPAN-2-YL)BENZAMIDE FC1=CC(=C(C(=O)NC(C)C)C=C1)C